FC(S(=O)(=O)OC1=CC=CC2=CC=C(C(=C12)Cl)F)(F)F 8-chloro-7-fluoronaphthalen-1-yl trifluoromethanesulfonate